(4-bromophenyl)-methoxy-methylenechloride BrC1=CC=C(C=C1)C(OC)(Cl)Cl